FC(OC1=C(C=C(C=C1)OC1=CC(=CC=C1)OCC(F)(F)F)C1=NNC=C1NC(=O)C=1C=NN2C1N=CC=C2)F N-[3-[2-(difluoromethoxy)-5-[3-(2,2,2-trifluoroethoxy)phenoxy]phenyl]-1H-pyrazol-4-yl]pyrazolo[1,5-a]pyrimidine-3-carboxamide